BrC1=C(C(=CC(=C1)Cl)[N+](=O)[O-])OCCBr 1-bromo-2-(2-bromoethoxy)-5-chloro-3-nitrobenzene